4-[7-cyano-4-(isopropylamino)-5H-pyrido[3,2-b]indol-3-yl]-1H-1,2,3-triazole C(#N)C=1C=CC=2C3=C(NC2C1)C(=C(C=N3)C=3N=NNC3)NC(C)C